Tert-Butyl 3-{[(tert-butoxy)carbonyl]({[methyl({[6-(trifluoromethoxy)-1,3-benzothiazol-2-yl]carbamoyl}methyl)carbamoyl]methyl})amino}azetidine-1-carboxylate C(C)(C)(C)OC(=O)N(C1CN(C1)C(=O)OC(C)(C)C)CC(N(CC(NC=1SC2=C(N1)C=CC(=C2)OC(F)(F)F)=O)C)=O